cyclopentanone monohydrochloride Cl.C1(CCCC1)=O